6,7-dimethoxy-2-(4-nitrophenethyl)-1,2,3,4-tetrahydroisoquinoline COC=1C=C2CCN(CC2=CC1OC)CCC1=CC=C(C=C1)[N+](=O)[O-]